methyl 2-((4-fluoro-phenyl)amino)-benzoate FC1=CC=C(C=C1)NC1=C(C(=O)OC)C=CC=C1